[Si](C1=CC=CC=C1)(C1=CC=CC=C1)(C(C)(C)C)OCC[C@H]1CN(CCN1)C(=O)OC(C)(C)C tert-butyl (S)-3-(2-((tert-butyldiphenylsilyl)oxy)ethyl)piperazine-1-carboxylate